4-(6-bromo-4-oxo-3,4-dihydro-quinazolin-2-yl)piperidine-1-carboxylic acid tert-butyl ester C(C)(C)(C)OC(=O)N1CCC(CC1)C1=NC2=CC=C(C=C2C(N1)=O)Br